tert-butyl (1R,4S,5S)-4-(hydroxymethyl)-1-(methoxymethyl)-3,8-diazabicyclo[3.2.1]octane-8-carboxylate OC[C@H]1NC[C@]2(CC[C@@H]1N2C(=O)OC(C)(C)C)COC